7-(6-(((R)-1-phenylethyl)amino)-6,7,8,9-tetrahydrodibenzo[b,d]furan-2-yl)-3,4-dihydroisoquinolin-1(2H)-one C1(=CC=CC=C1)[C@@H](C)NC1CCCC=2C3=C(OC21)C=CC(=C3)C3=CC=C2CCNC(C2=C3)=O